6-(3-{3-[(3-cyclopropylpyridin-2-yl)sulfonyl]propanoyl}-3,8-diazabicyclo[3.2.1]octan-8-yl)pyridine-3-carbonitrile C1(CC1)C=1C(=NC=CC1)S(=O)(=O)CCC(=O)N1CC2CCC(C1)N2C2=CC=C(C=N2)C#N